(S)-1-(2-(1H-indazol-3-yl)ethyl)-7-ethoxy-6-meth-oxy-3,4-dihydroisoquinolin-2(1H)-formaldehyde N1N=C(C2=CC=CC=C12)CC[C@@H]1N(CCC2=CC(=C(C=C12)OCC)OC)C=O